(2R,4R)-N-(4-chloro-3-(tetrahydro-1H-furo[3,4-c]pyrrol-5(3H)-yl)benzyl)-N,2-dimethylpiperidin-4-amine ClC1=C(C=C(CN([C@H]2C[C@H](NCC2)C)C)C=C1)N1CC2C(C1)COC2